C(CCC)C=1N(C(C(=C(N1)C)CC(=O)N1CCOCC1)=O)CC=1C=C(C(=CC1)C1=C(C=CC=C1)S(NC1=NOC(=C1C)C)(=O)=O)C(=O)O 4-((2-butyl-4-methyl-5-(2-morpholino-2-oxoethyl)-6-oxopyrimidin-1(6H)-yl)methyl)-2'-(N-(4,5-dimethylisoxazol-3-yl)sulfamoyl)-[1,1'-biphenyl]-2-carboxylic acid